COCC(COC(C=C)=O)O acrylic acid gamma-methoxy-beta-hydroxypropyl ester